2-Chloro-4-fluorophenol ClC1=C(C=CC(=C1)F)O